N,N-bis[2-[carboxymethyl[(methylcarbamoyl)methyl]amino]ethyl]glycine C(=O)(O)CN(CCN(CC(=O)O)CCN(CC(NC)=O)CC(=O)O)CC(NC)=O